C(C)C1N(C1)C1=C(C(=C(C(=C1C(=O)N)N1C(C1)CC)C(=O)O)N1C(C1)CC)C(=O)O tris(2-ethyl-1-aziridinyl)benzene-1,3,5-tricarboxylic acid amide